1-[(2R,4S)-4-[4-amino-3-[2-(6-chloro-2-methyl-1H-1,3-benzodiazol-5-yl)ethynyl]pyrazolo[4,3-c]pyridin-1-yl]-2-(methoxymethyl)pyrrolidin-1-yl]prop-2-en-1-one NC1=NC=CC2=C1C(=NN2[C@H]2C[C@@H](N(C2)C(C=C)=O)COC)C#CC2=CC1=C(NC(=N1)C)C=C2Cl